[C@H]12CN(C[C@H](CC1)N2)C2=NC(=NC(=N2)OC[C@]21CCCN1C[C@@H](C2)F)C#CC2=CC(=CC1=CC=C(C(=C21)CC)F)O 4-((4-((1R,5S)-3,8-diazabicyclo[3.2.1]octan-3-yl)-6-(((2R,7aS)-2-fluorotetrahydro-1H-pyrrolizin-7a(5H)-yl)methoxy)-1,3,5-triazin-2-yl)ethynyl)-5-ethyl-6-fluoronaphthalen-2-ol